ClC1=CC=C(OC2CCC(C=3C=CC(=NC23)OC)=O)C=C1 8-(4-chlorophenoxy)-2-methoxy-7,8-dihydroquinolin-5(6H)-one